COC1=CC=CC=2C3=C(NC12)C(NC(=N3)C)=O 6-methoxy-2-methyl-3H-pyrimido[5,4-b]indol-4(5H)-one